4-((S)-4-((3-tert-butylphenyl)sulfonyl)-6-(3-(difluoromethoxy)-5-fluorophenyl)-3,4-dihydro-2H-benzo[b][1,4]oxazin-2-yl)bicyclo[2.2.1]heptane-1-carboxylic acid C(C)(C)(C)C=1C=C(C=CC1)S(=O)(=O)N1C2=C(O[C@H](C1)C13CCC(CC1)(C3)C(=O)O)C=CC(=C2)C2=CC(=CC(=C2)F)OC(F)F